IC1=CC=2S(CCSCC2S1)(=O)=O 7-iodo-2,3-dihydro-5H-thieno[3,2-e][1,4]dithiepine 1,1-dioxide